OCC=1C=C(C=CC1)C1=CC=C(C=C1)C(=O)O 3'-(Hydroxymethyl)[1,1'-biphenyl]-4-carboxylic acid